C(C=C)(=O)N1[C@H](CN(CC1)C=1C2=C(N=C(N1)OC[C@H]1N(CCC1)C)CN(C2)CC2=C(C=CC1=CC=CC=C21)O)CC#N 2-((S)-1-acryloyl-4-(6-((2-hydroxynaphthalen-1-yl)methyl)-2-(((S)-1-methylpyrrolidin-2-yl)methoxy)-6,7-dihydro-5H-pyrrolo[3,4-d]pyrimidin-4-yl)piperazin-2-yl)acetonitrile